C1(CC1)N(C1=C(C(=NC=N1)NC[C@H]1[C@](CN(CC1)CC(=O)N)(C)O)F)CC1=CC=C(C=C1)C(F)(F)F 2-((3S,4S)-4-(((6-(cyclopropyl(4-(trifluoromethyl)benzyl)amino)-5-fluoropyrimidin-4-yl)amino)methyl)-3-hydroxy-3-methylpiperidin-1-yl)acetamide